NCC(=O)NC1=CC(=CC=C1)C=1N=NN(C1)CC1=C(C=C(C=C1F)C=1OC(=NN1)C(F)F)F 2-amino-N-(3-(1-(4-(5-(difluoromethyl)-1,3,4-oxadiazol-2-yl)-2,6-difluorobenzyl)-1H-1,2,3-triazol-4-yl)phenyl)acetamide